FC=1C=CC=C(C1)S(=O)(=O)N 5-fluorobenzenesulfonamide